(R)-N-(4-((4-(tert-butyl)phenyl)amino)cyclohexyl)-2-oxoimidazolidine-4-carboxamide C(C)(C)(C)C1=CC=C(C=C1)NC1CCC(CC1)NC(=O)[C@@H]1NC(NC1)=O